6-((1S,3S)-3-fluorocyclobutyl)-2-methyl-4-(((R)-1-(2-methyl-3-(trifluoromethyl)phenyl)prop-2-yn-1-yl)amino)pyrido[4,3-d]pyrimidin-7(6H)-one FC1CC(C1)N1C=C2C(N=C(N=C2N[C@H](C#C)C2=C(C(=CC=C2)C(F)(F)F)C)C)=CC1=O